tert-butyl 5-[3-[[(4R)-1-[(3-amino-2-fluoro-phenyl)methylsulfonyl]-2,2-dimethyl-4-piperidyl]amino]phenyl]-3-(2-tert-butoxy-2-oxo-ethoxy)-4-chloro-thiophene-2-carboxylate NC=1C(=C(C=CC1)CS(=O)(=O)N1C(C[C@@H](CC1)NC=1C=C(C=CC1)C1=C(C(=C(S1)C(=O)OC(C)(C)C)OCC(=O)OC(C)(C)C)Cl)(C)C)F